N-((1,2,3,5,6,7-hexahydro-s-indacen-4-yl)carbamoyl)-5-methyl-4-oxo-5,6,7,8-tetrahydro-4H-furo[3,2-c]azepine-2-sulfonamide C1CCC2=C(C=3CCCC3C=C12)NC(=O)NS(=O)(=O)C1=CC=2C(N(CCCC2O1)C)=O